CSCC[C@@H](C(=O)N1CCC[C@H]1C(=O)O)N The molecule is a dipeptide formed from L-methionine and L-proline residues. It has a role as a metabolite. It derives from a L-methionine and a L-proline.